1-[(S)-1-(4-Chloro-phenyl)-ethyl]-3-[3-(4-fluoro-benzyl)-3H-imidazo[4,5-b]pyridin-2-ylmethyl]-urea ClC1=CC=C(C=C1)[C@H](C)NC(=O)NCC1=NC=2C(=NC=CC2)N1CC1=CC=C(C=C1)F